(Z)-2-((3-benzyl-5-(5-((tert-butyldimethylsilyl)oxy)-2-fluorophenyl)pyrazin-2-yl)amino)-3-(furan-2-yl)acrylic acid tert-butyl ester C(C)(C)(C)OC(/C(=C/C=1OC=CC1)/NC1=NC=C(N=C1CC1=CC=CC=C1)C1=C(C=CC(=C1)O[Si](C)(C)C(C)(C)C)F)=O